COC1=CC=C(C=C1)S(=O)(=O)NC1=CC=C(C=C1)C=1C=CC=2N(N1)C(=CN2)C=2C=NN(C2)C 4-methoxy-N-(4-(3-(1-methyl-1H-pyrazol-4-yl)imidazo[1,2-b]pyridazin-6-yl)phenyl)benzenesulfonamide